CC1(OB(OC1(C)C)C1=CC2=CC(=CC=C2CC1)[N+](=O)[O-])C 4,4,5,5-tetramethyl-2-(7-nitro-3,4-dihydronaphthalen-2-yl)-1,3,2-dioxaborolane